4-(6-amino-4-(trifluoromethyl)pyridin-2-yl)-N-(5-chloro-3-methyl-1H-pyrazol-4-yl)-5-fluoro-2-isopropoxybenzamide NC1=CC(=CC(=N1)C1=CC(=C(C(=O)NC=2C(=NNC2Cl)C)C=C1F)OC(C)C)C(F)(F)F